C[Si]1(O[Si](O[Si](O[Si](O1)(C)C2=CC=CC=C2)(C)C3=CC=CC=C3)(C)C4=CC=CC=C4)C5=CC=CC=C5 1,3,5,7-tetramethyl-1,3,5,7-tetraphenylcyclotetrasiloxane